ClC=1C(N(C(=CC1OC([2H])([2H])C1=NC=C(C=C1F)F)C)C1=CC(=NC=C1C)N1N=C(C=C1)C(C)(C)N1C(CCC1)=C=O)=O (R)-3-chloro-4-((3,5-difluoropyridin-2-yl)methoxy-d2)-5',6-dimethyl-2'-(3-(2-(2-carbonylpyrrolidine-1-yl)propan-2-yl)-1H-pyrazol-1-yl)-2H-[1,4'-bipyridine]-2-one